((1r,3r)-Tert-butyl 3-(3,5-difluorophenoxy) cyclobutyl) carbamate C(N)(OC1(CC(C1)OC1=CC(=CC(=C1)F)F)C(C)(C)C)=O